C1(CC1)C=1C=C(C(=O)/N=C\2/N(CCN2)C2CC2)C=CC1NC1=CC(=CC=C1)C(NC(C)C)=O 3-cyclopropyl-N-[(2E)-1-cyclopropylimidazolidin-2-ylidene]-4-({3-[(propan-2-yl)carbamoyl]phenyl}amino)benzamide